FC(OC(N(C(C(F)(F)F)(F)F)C(C(C(C(C(C(F)(F)F)(F)F)(F)F)(F)F)(F)F)(F)F)=O)(C(F)(F)F)F perfluorohexylethyl-urethane